1-(3-amino-1H-pyrazol-1-yl)-2-methylpropan-2-ol NC1=NN(C=C1)CC(C)(O)C